((4-chloro-6-fluoropyridin-3-yl)ethynyl)aniline ClC1=C(C=NC(=C1)F)C#CNC1=CC=CC=C1